O1C(COCC1)COC1=C(C=C(C=C1)S(=O)(=O)NC(C1=C(C=CC=C1)OC=1C=C2C(=NC1)NC=C2)=O)[N+](=O)[O-] N-{[4-(1,4-dioxan-2-ylmethoxy)-3-nitrophenyl]sulfonyl}-2-(1H-pyrrolo(2,3-b)pyridin-5-yloxy)benzamide